P(=O)(O[C@H](C)C1OC(CC1O[Si](C)(C)C(C)(C)C)N1C(NC(C(=C1)F)=O)=O)(OCCCOCCCCCCCCCCCCCCC(F)(F)F)[O-].[NH4+] ammonium [(1R)-1-[3-[tert-butyl(dimethyl)silyl]oxy-5-(5-fluoro-2,4-dioxo-pyrimidin-1-yl)tetrahydrofuran-2-yl]ethyl] 3-(15,15,15-trifluoropentadecoxy)propyl phosphate